C(C)CC(\C=C\C1=C(CCCC1(C)C)C)=O ethyl-((E)-4-(2,6,6-trimethylcyclohex-1-en-1-yl)but-3-en-2-one)